BrC1=CC2=C(C3=CC=CC=C3C(=C2C=C1)C1=CC=CC=C1)C1=CC=CC=C1 2-bromo-9,10-diphenyl-anthracene